(±)-4-[(7-chloro-3-methyl-imidazo[4,5-b]pyridin-5-yl)amino]cyclohexanecarbonitrile ClC1=C2C(=NC(=C1)NC1CCC(CC1)C#N)N(C=N2)C